6-(1'-cyclopropyl-[1,4'-bipiperidin]-4-yl)-8-methyl-2-(4-(methylsulfonyl)phenyl)-[1,2,4]triazolo[1,5-a]pyridine C1(CC1)N1CCC(CC1)N1CCC(CC1)C=1C=C(C=2N(C1)N=C(N2)C2=CC=C(C=C2)S(=O)(=O)C)C